COC=1C=C(C(=O)O)C=CC1C=1C=NC(=CC1)OC 3-methoxy-4-(6-methoxypyridin-3-yl)benzoic acid